BrC1=C(C=C2C(=NC(=NC2=C1)Cl)N1[C@@H](CN(CC1)C(=O)OC(C)(C)C)C)F tert-butyl (R)-4-(7-bromo-2-chloro-6-fluoroquinazolin-4-yl)-3-methylpiperazine-1-carboxylate